(2S)-4-chloro-2-[4-[(1R)-2-oxo-1-pyridyl]phenyl]-5-[[(3S)-tetrahydropyran-3-yl]methylamino]pyridazin-3-one ClC=1C(N(N=CC1NC[C@H]1COCCC1)C1=CC=C(C=C1)N1C(C=CC=C1)=O)=O